ClC=1C(=NC=C(C1)F)C1(C=C(C(C(C1)(C)C)=O)C#N)OC 3-(3-chloro-5-fluoropyridin-2-yl)-3-methoxy-5,5-dimethyl-6-oxocyclohex-1-ene-1-carbonitrile